PHENYLPYRROLE-2,5-DIONE C1(=CC=CC=C1)C=1C(NC(C1)=O)=O